N(C(=O)N)CCSCC(=O)[O-] S-(β-ureidoethyl)mercaptoacetate